3-(((dodecylthio)carbothioyl)thio)butanoic acid C(CCCCCCCCCCC)SC(=S)SC(CC(=O)O)C